C(C)(C)(C)OC(=O)N1CCC(=C(C1)C(=O)N1CCN(CC1)C1=NC=C(C=C1)C#N)F 5-(4-(5-cyanopyridin-2-yl)piperazine-1-carbonyl)-4-fluoro-3,6-dihydropyridine-1(2H)-carboxylic acid tert-butyl ester